7-methoxy-1-methyl-2-(10-methyl-9-oxo-1,10,19-triazatricyclo[10.5.2.015,18]nonadeca-12(19),13,15(18),16-tetraen-17-yl)benzimidazole-5-carboxylic acid methyl ester COC(=O)C1=CC2=C(N(C(=N2)C2=CC=3C=CC=4CN(C(CCCCCCCN2C3N4)=O)C)C)C(=C1)OC